C(C)N1C=[N+](C=C1)C.CN(CC(=O)[O-])C(=O)C1=CC=CC=C1 N-methyl-hippuric acid 1-ethyl-3-methylimidazolium salt